CC=1C(=CC2=C(N3[C@@H](COC2)CNCC3)N1)C(F)(F)F (R)-2-methyl-3-(trifluoromethyl)-7,7a,8,9,10,11-hexahydro-5H-pyrazino[2,1-c]pyrido[2,3-e][1,4]oxazepine